6-(2-(3-(tert-butyl)phenyl)-2-hydroxyacetyl)-2-(1-(4-isopropylthiophen-2-yl)cyclopropyl)-5,6,7,8-tetrahydropyrido[4,3-d]pyrimidin-4(3H)-one C(C)(C)(C)C=1C=C(C=CC1)C(C(=O)N1CC2=C(N=C(NC2=O)C2(CC2)C=2SC=C(C2)C(C)C)CC1)O